C1(=CC=C(C=C1)CNC(=O)C12CC3(CC(CC(C1)C3)C2)C2=CC=C(C=C2)Cl)C2=CC=CC=C2 3-(4-Chloro-phenyl)-adamantane-1-carboxylic acid (biphenyl-4-ylmethyl)-amide